FC=1C=C(C=CC1)C1SOC2=C1C=CC=C2 3-fluorophenyl-2H-benzo[d]oxathiole